ClC=1N=C2N(C=C(C=C2C(F)(F)F)C(=O)O)C1 2-chloro-8-(trifluoromethyl)imidazo[1,2-a]pyridine-6-carboxylic acid